CN(C(=O)C=1C=C(C=CC1O)NC(=O)C=1SC2=C(N1)C(=CC=C2)C=2C=C1C(=NC2)NC=C1)C N-(3-(dimethylcarbamoyl)-4-hydroxyphenyl)-4-(1H-pyrrolo[2,3-b]pyridin-5-yl)benzo[d]thiazole-2-carboxamide